2-[(1,1-dioxo-1,2-benzothiazol-3-yl)-[(E)-(4-hydroxy-3-methoxy-phenyl)methyleneamino]amino]acetic acid ethyl ester C(C)OC(CN(/N=C/C1=CC(=C(C=C1)O)OC)C1=NS(C2=C1C=CC=C2)(=O)=O)=O